N-((6S,7S)-6-((2,5-difluoro-[1,1'-biphenyl]-3-yl-2',3',4',5',6'-d5)methyl)-5-((R)-oxetane-2-carbonyl)-5-azaspiro[2.4]heptan-7-yl)-1-fluoromethanesulfonamide FC1=C(C=C(C=C1C[C@@H]1N(CC2(CC2)[C@@H]1NS(=O)(=O)CF)C(=O)[C@@H]1OCC1)F)C1=C(C(=C(C(=C1[2H])[2H])[2H])[2H])[2H]